2-((R)-3-(1-(7-(((R)-1-(2-chloro-4-methylphenyl)ethyl)amino)-[1,2,4]triazolo[1,5-a]pyrimidin-5-yl)azetidin-3-yl)piperidin-1-yl)ethan-1-ol ClC1=C(C=CC(=C1)C)[C@@H](C)NC1=CC(=NC=2N1N=CN2)N2CC(C2)[C@@H]2CN(CCC2)CCO